O=C1NC(CCC1N1CC2=CC=C(C=C2C1=O)CNC(OC1CC(C1)C1=C(C=CC=C1)OC)=O)=O 3-(2-methoxyphenyl)cyclobutyl ((2-(2,6-dioxopiperidin-3-yl)-3-oxoisoindolin-5-yl)methyl)carbamate